I/C(/C(=O)OCC(C)C)=C(/C(=O)OCC(C)C)\I diisobutyl 2,3-diiodomaleate